4-(9H-carbazol-9-yl)butanoic acid C1=CC=CC=2C3=CC=CC=C3N(C12)CCCC(=O)O